OC1=CC=C2C(C(COC2=C1)C1=C(C=CC=C1)C)C1=CC=C(OCCCCCN2CCN(CC2)C=2C=C3CN(C(C3=CC2)=O)C2C(NC(CC2)=O)=O)C=C1 3-(5-(4-(5-(4-(7-hydroxy-3-(o-tolyl)chroman-4-yl)phenoxy)pentyl)piperazin-1-yl)-1-oxoisoindolin-2-yl)piperidine-2,6-dione